4-(4-n-pentylcyclohexyl)benzonitrile C(CCCC)C1CCC(CC1)C1=CC=C(C#N)C=C1